1-(6-(1-(3-(((1s,4s)-4-aminocyclohexyl)sulfonyl)benzyl)piperidin-4-yl)-1-methyl-1H-indazol-3-yl)dihydropyrimidine-2,4(1H,3H)-dione 2,2,2-trifluoroacetate FC(C(=O)O)(F)F.NC1CCC(CC1)S(=O)(=O)C=1C=C(CN2CCC(CC2)C2=CC=C3C(=NN(C3=C2)C)N2C(NC(CC2)=O)=O)C=CC1